((2R,3S,4R,5R)-5-(4-((S)-2-amino-3-(4-fluorophenyl)propanamido)pyrrolo[2,1-f][1,2,4]triazin-7-yl)-5-cyano-3,4-dihydroxytetrahydrofuran-2-yl)methyl 3-methylbutanoate CC(CC(=O)OC[C@H]1O[C@@]([C@@H]([C@@H]1O)O)(C#N)C1=CC=C2C(=NC=NN21)NC([C@H](CC2=CC=C(C=C2)F)N)=O)C